2-(2-(cyclopropanesulfonylamino)-5-methylthiazol-4-yl)-N-(2-fluoro-4-(6-(trifluoromethyl)pyrazin-2-yl)phenyl)-2-methylpropanamide C1(CC1)S(=O)(=O)NC=1SC(=C(N1)C(C(=O)NC1=C(C=C(C=C1)C1=NC(=CN=C1)C(F)(F)F)F)(C)C)C